N-benZyl-N-(1-(3,4,5-trimethoxyphenyl)vinyl)acetamide C(C1=CC=CC=C1)N(C(C)=O)C(=C)C1=CC(=C(C(=C1)OC)OC)OC